(3S,4R,5R,6R,8R)-8-benzyl-6-(hydroxymethyl)-1-azabicyclo[4.2.0]octane-3,4,5-triol C(C1=CC=CC=C1)[C@@H]1C[C@]2([C@H]([C@@H]([C@H](CN12)O)O)O)CO